[4-(5-Hydroxypyridin-2-yl)-piperazin-1-yl]-indan-2-yl-methanone OC=1C=CC(=NC1)N1CCN(CC1)C(=O)C1CC2=CC=CC=C2C1